(S,Z)-4-((1-(4-chloro-8-(1-(methoxyimino)ethyl)-1-oxo-2-phenyl-1,2-dihydroisoquinolin-3-yl)ethyl)amino)pyrido[2,3-d]pyrimidin-5(8H)-one ClC1=C(N(C(C2=C(C=CC=C12)\C(\C)=N/OC)=O)C1=CC=CC=C1)[C@H](C)NC=1C2=C(N=CN1)NC=CC2=O